2-(2,4-dimethoxyphenyl)-7-(piperazin-1-yl)-4H-pyrido[1,2-a]pyrimidin-4-one COC1=C(C=CC(=C1)OC)C=1N=C2N(C(C1)=O)C=C(C=C2)N2CCNCC2